CC1CC(=O)OC(C1)=O 3-Methyl-Glutaric Anhydride